ClC1=C(C(=C(C=C1OC)OC)Cl)N1CC2=C(C=3C=CC=NC13)N=C(N=C2)N[C@H]2[C@H](CN(C2)C2CCN(CC2)C)NC(C=C)=O N-((3S,4R)-4-((6-(2,6-dichloro-3,5-dimethoxyphenyl)-5,6-dihydropyrimido[5,4-c][1,8]naphthyridin-2-yl)amino)-1-(1-methylpiperidin-4-yl)pyrrolidin-3-yl)acrylamide